C(C)(=O)N[C@@H](C(F)(F)F)C=1C=CC(=C(C1)NC(=O)N1C[C@](CC1)(C1=NC=NS1)C1=CC(=C(C=C1)C)F)OC |o1:4| (R)-N-(5-((R or S)-1-acetamido-2,2,2-trifluoroethyl)-2-methoxyphenyl)-3-(3-fluoro-4-methylphenyl)-3-(1,2,4-thiadiazol-5-yl)pyrrolidine-1-carboxamide